N-(4-Fluoro-5-(((5'S)-4-methoxy-5'-methyl-3H-spiro[furo[3,4-c]pyridine-1,3'-pyrrolidin]-1'-yl)methyl)thiazol-2-yl)acetamide FC=1N=C(SC1CN1CC2(C[C@@H]1C)OCC=1C(=NC=CC12)OC)NC(C)=O